C1CCN(C1)C(=[N+]2CCCC2)ON3C(=O)CCC3=O.F[P-](F)(F)(F)(F)F dipyrrolidino(N-succinimidyloxy)carbenium hexafluorophosphate